(Z)-N-(4-chloro-5H-1,2,3-dithiazol-5-ylidene)-1H-pyrazol-5-amine ClC/1=NSS\C1=N/C1=CC=NN1